tert-butyl 4-(2-bromo-6-(methylcarbamoyl)pyridin-3-yl)piperazine-1-carboxylate BrC1=NC(=CC=C1N1CCN(CC1)C(=O)OC(C)(C)C)C(NC)=O